C(CCCCC)C(CC(=O)OCCCCCC(CCCCCOC(CN(C)C(CC(CCCCCCCC)CCCCCC)=O)=O)N(C)CCCCO[Si](C1=CC=CC=C1)(C1=CC=CC=C1)C(C)(C)C)CCCCCCCC 6-((4-((tert-Butyldiphenylsilyl)oxy)butyl)(methyl)amino)-11-((N-(3-hexylundecanoyl)-N-methylglycyl)oxy)undecyl 3-hexylundecanoate